C1(CCCCC1)N(C(=S)F)CC#CC1=CC=CC=C1 cyclohexyl-(3-phenylprop-2-yn-1-yl)aminothiocarbonyl fluoride